CC(C=O)C\C(=C/C1=CC=C(C=C1)C)\C (4Z)-2,4-dimethyl-5-(4-methylphenyl)-4-pentenal